1-(3-chloro-4-(methoxymethoxy)phenyl)-5-methyl-1H-1,2,3-triazole-4-carbaldehyde ClC=1C=C(C=CC1OCOC)N1N=NC(=C1C)C=O